[N+](=O)([O-])C1=CC=C2C=CC3=CC=CC4=CC=C1C2=C34 mono-nitropyrene